acrylic acid europium [Eu].C(C=C)(=O)O